ClC=1C=C(C(=NC1)O)NC(=O)C1CC2(CC(C2)NC([O-])=O)C1 [6-[(5-chloro-2-hydroxy-3-pyridyl)carbamoyl]spiro[3.3]heptan-2-yl]carbamate